CN1CCN(CC1)C=1C=CC(=NC1)NC=1C=CC(=C2CNC(C12)=O)C1=CC(=NC=C1)C1(CCOCC1)C#N 4-[4-[7-[[5-(4-methylpiperazin-1-yl)-2-pyridyl]amino]-1-oxo-isoindolin-4-yl]-2-pyridyl]tetrahydropyran-4-carbonitrile